Tert-butyl [1-(5-methoxy-4-((4-(1-methyl-1H-indol-3-yl)-2-pyrimidinyl) amino)-2-nitrophenyl) piperidin-4-yl]Carbamate COC=1C(=CC(=C(C1)N1CCC(CC1)NC(OC(C)(C)C)=O)[N+](=O)[O-])NC1=NC=CC(=N1)C1=CN(C2=CC=CC=C12)C